Cl.C(C)N1N=C(N=C1)N 1-ethyl-1H-1,2,4-triazol-3-amine hydrochloride